4-methyl-3-[2-(3-nitrophenyl)cyclopent-1-en-1-yl]-1,2,4-triazole CN1C(=NN=C1)C1=C(CCC1)C1=CC(=CC=C1)[N+](=O)[O-]